C(C)(C)(C)C1CCC[C@@H]1N Tert-butyl-(3aR,5s,6aS)-5-aminocyclopentan